1-ethyl-3-methylimidazolium 2,2,2-trifluoroethyl-fluorophosphate FC(COP(=O)([O-])F)(F)F.C(C)N1C=[N+](C=C1)C